BrC=1N(C2=CC=CC=3C4=C[C@H](CN([C@@H]4CC1C32)C)C(N(CC)CC)=O)C([C@H](CCCCNC(OC(C)(C)C)=O)NC(OC(C)(C)C)=O)=O Di-tert-butyl ((S)-6-((6aR,9R)-5-bromo-9-(diethylcarbamoyl)-7-methyl-6a,7,8,9-tetrahydroindolo[4,3-fg]quinolin-4(6H)-yl)-6-oxohexane-1,5-diyl)dicarbamate